tert-Butyl 2-[1-[6-methyl-2-(2-methyl-1,3-benzoxazol-5-yl)-4-oxo-chromen-8-yl]ethylamino]benzoate CC=1C=C2C(C=C(OC2=C(C1)C(C)NC1=C(C(=O)OC(C)(C)C)C=CC=C1)C=1C=CC2=C(N=C(O2)C)C1)=O